N-(but-3-en-1-yl)-2,5-dichloropyrimidin-4-amine C(CC=C)NC1=NC(=NC=C1Cl)Cl